BrCCOC=1C=CC2=C(CCS(N2C)(=O)=O)C1 6-(2-bromoethoxy)-1-methyl-3,4-dihydro-1H-2λ6,1-benzothiazine-2,2-dione